(3S)-3-(2,4-difluoro-2',4',5,6'-tetramethyl-[1,1'-biphenyl]-3-yl)-3-(2-(5-(2-(dimethylamino)ethyl)-2-oxo-4-(trifluoromethyl)pyridin-1(2H)-yl)-4-methylpentanamido)propanoic acid FC1=C(C=C(C(=C1[C@H](CC(=O)O)NC(C(CC(C)C)N1C(C=C(C(=C1)CCN(C)C)C(F)(F)F)=O)=O)F)C)C1=C(C=C(C=C1C)C)C